2,2-disilyltetrasilane [SiH3][Si]([SiH3])([SiH2][SiH3])[SiH3]